S(=O)(=O)(O)CCCN1C=CC2=CC(=CC=C12)S(=O)(=O)O 1-(3-sulfopropyl)indole-5-sulfonic acid